(S)-7-chloro-8-fluoro-2-(methylthio)-5-(piperidin-2-ylmethoxy)pyrido[4,3-d]pyrimidin-4-ol ClC1=C(C=2N=C(N=C(C2C(=N1)OC[C@H]1NCCCC1)O)SC)F